NC(C(=O)O)(CCCCB(O)O)C(C1CCNCC1)O 2-amino-6-borono-2-(hydroxy(piperidin-4-yl)methyl)hexanoic acid